Pentachlorodisilan Cl[SiH]([Si](Cl)(Cl)Cl)Cl